2-(4-bromo-1-naphthyl)-1,10-phenanthroline BrC1=CC=C(C2=CC=CC=C12)C1=NC2=C3N=CC=CC3=CC=C2C=C1